N-(2-bromo-6-chlorophenyl)-2-chloro-4-ethoxypyrimidine-5-carboxamide BrC1=C(C(=CC=C1)Cl)NC(=O)C=1C(=NC(=NC1)Cl)OCC